(R)-N-(2-cyclopropyl-5-(difluoromethyl)phenyl)-3-(3-fluoro-4-methylphenyl)-3-(1,2,4-thiadiazol-5-yl)pyrrolidine-1-carboxamide C1(CC1)C1=C(C=C(C=C1)C(F)F)NC(=O)N1C[C@](CC1)(C1=NC=NS1)C1=CC(=C(C=C1)C)F